7-hydroxy-6-methoxy-2-methyl-3-(2-(4-methylpiperazin-1-yl)-2-oxoethyl)-4-oxo-4H-chromen-8-carboxaldehyde hydrochloride Cl.OC1=C(C=C2C(C(=C(OC2=C1C=O)C)CC(=O)N1CCN(CC1)C)=O)OC